O1C=C(C2=C1C=CC=C2)C[C@H](NC(CC2=CC=C1COC3(COCCC3)C1=C2)=O)B(O)O (1R)-2-(benzofuran-3-yl)-1-(2-(5',6'-dihydro-2'H,3H,4'H-spiro(isobenzofuran-1,3'-pyran)-6-yl)acetamido)ethylboronic acid